4-(1-(2-bromo-5-chlorophenyl)ethyl)-7-nitro-2H-benzo[b][1,4]oxazin-3(4H)-one BrC1=C(C=C(C=C1)Cl)C(C)N1C2=C(OCC1=O)C=C(C=C2)[N+](=O)[O-]